(1S,4S)-5-(8-((4-(difluoromethoxy)phenyl)sulfonyl)-8-azaspiro[4.5]dec-2-yl)-2-oxa-5-azabicyclo[2.2.1]heptane FC(OC1=CC=C(C=C1)S(=O)(=O)N1CCC2(CCC(C2)N2[C@@H]3CO[C@H](C2)C3)CC1)F